C(C)(C)(C)OC(=O)NC(=O)OC(C)(C)C tert-butyloxycarbonyl-(boc)amine